2-((6-((((3-fluorocyclobutyl)methyl)amino)methyl)imidazo[1,2-a]pyridin-2-yl)methyl)-5-phenyl-2,7-naphthyridin-1(2H)-one FC1CC(C1)CNCC=1C=CC=2N(C1)C=C(N2)CN2C(C1=CN=CC(=C1C=C2)C2=CC=CC=C2)=O